2-((1H-pyrazol-3-yl)methyl)-6-((6-aminopyridin-2-yl)methyl)-4-methyl-4,6-dihydro-5H-thiazolo[5',4':4,5]pyrrolo[2,3-d]pyridazin-5-one phosphate salt P(=O)(O)(O)O.N1N=C(C=C1)CC=1SC2=C(N(C=3C(N(N=CC32)CC3=NC(=CC=C3)N)=O)C)N1